Tert-butyl (R)-(2-(2-hydroxypropan-2-yl)-N-((2,4,5,6-tetrahydro-1H-cyclobuta[f]inden-3-yl) carbamoyl)thiazole-5-sulfonimidoyl)carbamate OC(C)(C)C=1SC(=CN1)[S@@](=O)(=NC(NC1=C2C(=CC=3CCCC13)CC2)=O)NC(OC(C)(C)C)=O